8-[1-[(2-bromo-6-chloro-3-pyridyl)amino]ethyl]-2-(4,4-difluoro-1-piperidyl)-3,6-dimethyl-chromen-4-one BrC1=NC(=CC=C1NC(C)C=1C=C(C=C2C(C(=C(OC12)N1CCC(CC1)(F)F)C)=O)C)Cl